6-(2,3-dihydrobenzofuran-5-yl)-N-(4-(4-ethylpiperazin-1-yl)phenyl)-1H-indazol-3-amine O1CCC2=C1C=CC(=C2)C2=CC=C1C(=NNC1=C2)NC2=CC=C(C=C2)N2CCN(CC2)CC